(2-methyl-2-adamantyl) acrylate C(C=C)(=O)OC1(C2CC3CC(CC1C3)C2)C